(3R)-3-{[7-(methanesulfonimidoyl)-2-(4-methoxyphenyl)[1,2,4]triazolo[1,5-c]quinazolin-5-yl]amino}azepan-2-one CS(=O)(=N)C1=CC=CC=2C=3N(C(=NC12)N[C@H]1C(NCCCC1)=O)N=C(N3)C3=CC=C(C=C3)OC